COC(=O)C=1SC(=CC1NC(=O)NC=1C=NC=C2C=CC=NC12)Br 3-(3-(1,6-naphthyridin-8-yl)ureido)-5-bromothiophene-2-carboxylic acid methyl ester